N-(4-fluorophenyl)-N-methyl-piperidin-4-amine FC1=CC=C(C=C1)N(C1CCNCC1)C